BrCCCOC1=CC=C(C=C1)[N+](=O)[O-] 1-(3-bromopropoxy)-4-nitrobenzene